C(C1CO1)OCCCC[Si](OCC)(C)C 3-(2,3-epoxypropoxy)propyl-trimethyl-(ethoxy)silane